ClC1=CC=C(C=N1)C1(CC1)C#N 1-(6-Chloropyridin-3-yl)cyclopropane-1-carbonitrile